FC(C=1C=C(CC2C(C3=CC=C(C=C3CC2)OCC2=CC=C(C=C2)Br)=O)C=C(C1)C(F)(F)F)(F)F 2-(3,5-bis(trifluoromethyl)benzyl)-6-((4-bromobenzyl)oxy)-3,4-dihydronaphthalen-1(2H)-one